nickel cobalt molybdenum aluminum [Al].[Mo].[Co].[Ni]